C(C1=CC=CC=C1)OCC1=COCN1 (S)-3-(Benzyloxymethyl)-1,4-oxazoline